L-4-aminopyridine NC1=CC=NC=C1